ClCC=1C(=NC=CC1)N(C)C (chloromethyl)-N,N-dimethylpyridin-2-amine